C(C)(=O)O[C@@H]1[C@H](O[C@@H]([C@H]([C@@H]1OCC1=CC=CC=C1)O[Si](CC)(CC)CC)CO[Si](C(C)C)(C(C)C)C(C)C)F 2-O-acetyl-3-O-benzyl-4-O-triethylsilyl-6-O-triisopropylsilyl-α-D-mannopyranosyl fluoride